BrCCCCCCO[Si](OC(OCCCCCCCCCCCCCCC(C)C)CCCCCCC\C=C/CCCCCCCC)(C)C (Z)-1-bromo-10-(heptadec-8-en-1-yl)-8,8,26-trimethyl-7,9,11-trioxa-8-silaheptacosane